C(C#C)OCCOCCOCCNC(OCC1C2=CC=CC=C2C=2C=CC=CC12)=O (9H-fluoren-9-yl)methyl (2-(2-(2-(prop-2-yn-1-yloxy)ethoxy)ethoxy)ethyl)carbamate